C(C)[C@H](CC=O)NC(C)=O (R)-N-(1-ETHYL-3-OXO-PROPYL)-ACETAMIDE